1-(4-((4-(4-amino-3-(4-phenoxyphenyl)-1H-pyrazolo[3,4-d]pyrimidin-1-yl)piperidin-1-yl)methyl)-2-fluorophenyl)dihydropyrimidine-2,4(1H,3H)-dione NC1=C2C(=NC=N1)N(N=C2C2=CC=C(C=C2)OC2=CC=CC=C2)C2CCN(CC2)CC2=CC(=C(C=C2)N2C(NC(CC2)=O)=O)F